ClC1=C(C=2N=C(N=CC2C(=N1)N1[C@H](CCC1)C(=O)N)SC)F (R)-1-(7-chloro-8-fluoro-2-(methylthio)pyrido[4,3-d]pyrimidin-5-yl)pyrrolidine-2-carboxamide